C(C)(C)(C)OC(=O)C1=CNC=CC1=O 4-oxo-1,4-dihydropyridine-3-carboxylic acid tert-butyl ester